BrC1=CC(=NC=C1)C(C(=O)N)CN1CCN(CC1)CCC#N (4-bromopyridin-2-yl)-3-[4-(2-cyanoethyl)piperazin-1-yl]Propionamide